C1(CC1)CN(C=1C=CC=C2C(C(N(C12)C(=O)OC(C)(C)C)=O)(C)C)\N=C(/C(=O)OC)\C tert-butyl 7-[cyclopropylmethyl-[(Z)-(2-methoxy-1-methyl-2-oxo-ethylidene)amino]amino]-3,3-dimethyl-2-oxo-indoline-1-carboxylate